tert-butyl (2S,4R)-4-(5-(5-bromo-2-(trifluoromethoxy)phenyl)oxazole-2-carboxamido)-2-(methoxymethyl)pyrrolidine-1-carboxylate BrC=1C=CC(=C(C1)C1=CN=C(O1)C(=O)N[C@@H]1C[C@H](N(C1)C(=O)OC(C)(C)C)COC)OC(F)(F)F